Naphthyl-Phenylamine C1(=CC=CC2=CC=CC=C12)NC1=CC=CC=C1